(E)-1-methyl-8-(3-methylbenzylidene)-7,8-dihydro-1H-pyrazolo[3,4-d]pyrrolo[1,2-a]pyrimidin-4(6H)-one CN1N=CC2=C1N=C/1N(C2=O)CC\C1=C/C1=CC(=CC=C1)C